NC1=NC2=C(C=3N1N=C(N3)C=3OC=CC3)C=NN2C(C(=O)N[C@@H]2[C@@H](CCC2)O)(C)C2=CC=CC=C2 2-(5-amino-2-(furan-2-yl)-7H-pyrazolo[4,3-e][1,2,4]triazolo[1,5-c]pyrimidin-7-yl)-N-((1S,2R)-2-hydroxycyclopentyl)-2-phenylpropanamide